[Si](C)(C)(C(C)(C)C)OCC1=C(C=C(C=C1)C(CC1CC1)N)F 1-(4-(((tert-butyldimethylsilyl)oxy)methyl)-3-fluorophenyl)-2-cyclopropylethan-1-amine